N-((3s,5s,7s)-adamantan-1-yl)-2-((6-methoxy-2-(2-methoxyimidazo[2,1-b][1,3,4]thiadiazol-6-yl)pyrazolo[1,5-a]pyridin-4-yl)oxy)acetamide C12(CC3CC(CC(C1)C3)C2)NC(COC=2C=3N(C=C(C2)OC)N=C(C3)C=3N=C2SC(=NN2C3)OC)=O